OC(=CC=O)C1=CC=CC=C1 3-hydroxy-3-phenylprop-2-en-1-one